BrC1=CC(=C(C=C1)C1CNC2=C(O1)N=C(C=C2)Cl)F 3-(4-bromo-2-fluorophenyl)-6-chloro-2,3-dihydro-1H-pyrido[2,3-b][1,4]oxazine